2-methoxy-4-(1-methyl-1H-tetrazol-5-yl)aniline COC1=C(N)C=CC(=C1)C1=NN=NN1C